5-(4,5-dihydro-1H-imidazol-2-yl)-2-(trifluoromethyl)pyridine N1C(=NCC1)C=1C=CC(=NC1)C(F)(F)F